tert-butyl (1-acetylpiperidin-4-yl)((6-(2-chloro-3-(3-chloro-2-(3-methoxy-4-(morpholinomethyl)phenyl)pyridin-4-yl)phenyl)-2-methoxypyridin-3-yl)methyl)carbamate C(C)(=O)N1CCC(CC1)N(C(OC(C)(C)C)=O)CC=1C(=NC(=CC1)C1=C(C(=CC=C1)C1=C(C(=NC=C1)C1=CC(=C(C=C1)CN1CCOCC1)OC)Cl)Cl)OC